1-methyl-4-(3-nitro-4-((tetrahydrofuran-3-yl)oxy)phenyl)piperazine CN1CCN(CC1)C1=CC(=C(C=C1)OC1COCC1)[N+](=O)[O-]